The molecule is a toluate that is the conjugate base of m-toluic acid. It has a role as a human xenobiotic metabolite. It is a conjugate base of a m-toluic acid. CC1=CC(=CC=C1)C(=O)[O-]